ClC1=CC=C(N=N1)C(CC(=O)OCC)=O ethyl 3-(6-chloropyridazin-3-yl)-3-oxopropionate